(R)-4-chloro-N-(1-(pyridin-2-yl)ethyl)Phthalazin-1-amine ClC1=NN=C(C2=CC=CC=C12)N[C@H](C)C1=NC=CC=C1